ClC1=C(C(=C(C2(C1(Cl)O2)Cl)Cl)Cl)Cl Hexachlorobenzene Oxide